(S)-β-fluorenylmethoxycarbonyl-aminoisobutyric acid C1(=CC=CC=2C3=CC=CC=C3CC12)COC(=O)C[C@](C(=O)O)(C)N